BrC=1C=CC(=NC1)CC1CCOCC1 5-bromo-2-((tetrahydro-2H-pyran-4-yl)methyl)pyridine